C(C1=CC=CC=C1)OC1=CC=C2C(=C(C=NC2=C1)C(O)C1=CC(=CC(=C1)C)C)Cl (7-(benzyloxy)-4-chloroquinolin-3-yl)(3,5-dimethylphenyl)methanol